COC(C(=C)C)=O.N1C(N=CC=C1)=O [1H]-pyrimidinone methyl-methacrylate